thieno[2,3-d]imidazole-6-carboxylic acid N1C=NC2=C1C(=CS2)C(=O)O